C1(CCCCC1)[C@H](C)OC1=C(C(=O)NC2=CC=NN2C)C=C(C(=C1)N1N=C2N(CCCC2)C1=O)F 2-[(1S)-1-cyclohexylethoxy]-5-fluoro-N-(1-methyl-1H-pyrazol-5-yl)-4-(3-oxo-5,6,7,8-tetrahydro[1,2,4]triazolo[4,3-a]pyridin-2(3H)-yl)benzamide